(Rac)-6-bromo-1-methyl-4-[4-(5-methyl-1,3-benzooxazol-2-yl)piperidin-1-yl]-2-oxo-7-[(oxolan-3-yl)oxy]-1,2-dihydroquinoline-3-carboxamide BrC=1C=C2C(=C(C(N(C2=CC1O[C@H]1COCC1)C)=O)C(=O)N)N1CCC(CC1)C=1OC2=C(N1)C=C(C=C2)C |r|